3-(4-methyl-1H-benzo[d]imidazol-2-yl)-1H-pyrazol-4-amine CC1=CC=CC=2NC(=NC21)C2=NNC=C2N